imidazo[1,5-a]pyrazin-5-carboxamid C=1N=CN2C1C=NC=C2C(=O)N